ClC=1N=C(NC1[C@H]1[C@H](CN(CC1)S(=O)(=O)C1CN(CC1)C(=O)OC(C)(C)C)C)C1=NC=C(C=C1)F Tert-butyl 3-[[(3R,4R)-4-[4-chloro-2-(5-fluoro-2-pyridyl)-1H-imidazol-5-yl]-3-methyl-1-piperidyl]sulfonyl]pyrrolidine-1-carboxylate